The molecule is a monoacylglycerol phosphate having palmitoyl as the acyl group on O-1 and with the phosphate group on O-3. It is a conjugate acid of a 1-palmitoylglycerol 3-phosphate(2-). CCCCCCCCCCCCCCCC(=O)OCC(COP(=O)(O)O)O